acetylferrocene tetrakis(pentafluorophenyl)borate FC1=C(C(=C(C(=C1[B-](C1=C(C(=C(C(=C1F)F)F)F)F)(C1=C(C(=C(C(=C1F)F)F)F)F)C1=C(C(=C(C(=C1F)F)F)F)F)F)F)F)F.C(C)(=O)[C-]1C=CC=C1.[CH-]1C=CC=C1.[Fe+2]